C5-formylcytosine C(=O)C=1C(=NC(NC1)=O)N